γ-glycidoxypropyltriisopropoxysilane C(C1CO1)OCCC[Si](OC(C)C)(OC(C)C)OC(C)C